7-[4-[1-methyl-4-(trifluoromethyl)imidazol-2-yl]phenyl]sulfinyl-2-[2-(trifluoromethyl)phenyl]-5H-pyrrolo[3,2-d]pyrimidine CN1C(=NC(=C1)C(F)(F)F)C1=CC=C(C=C1)S(=O)C1=CNC2=C1N=C(N=C2)C2=C(C=CC=C2)C(F)(F)F